C[C@H]1CN(CCN1)C(=O)C=1N=C(SC1)C=1C=NN(C1)C(C)C (3S)-3-methyl-1-{2-[1-(propan-2-yl)-1H-pyrazol-4-yl]-1,3-thiazole-4-carbonyl}piperazine